C1(=CC=CC=C1)C1(CC1)C(=O)N 1-phenyl-cyclopropane-1-carboxamide